C(#N)C1=NC=CC=C1CC#N 2-cyano-3-(cyanomethyl)pyridine